COC1=CC=C(COCC2=CC=C(C=C2)OC)C=C1 Para-Methoxybenzylether